CC1(C=CCCC)C(=O)OC1=O heptene-2,2-dicarboxylic anhydride